FC1=CC(=C(C=C1)[C@H]1[C@@H](O[C@@]([C@H]1C)(C(F)(F)F)C)C(=O)NC1=CC(=NC=C1)C(=O)N)O (2R,3S,4S,5S)-4-[[3-(4-fluoro-2-hydroxy-phenyl)-4,5-dimethyl-5-(trifluoromethyl)tetrahydrofuran-2-carbonyl]amino]pyridine-2-carboxamide